2-[[6-(2,4-Difluoro-3-methyl-phenyl)pyrazolo[4,3-b]pyridin-1-yl]methyl]-5-methyl-oxazole FC1=C(C=CC(=C1C)F)C=1C=C2C(=NC1)C=NN2CC=2OC(=CN2)C